5-((5-Chloro-2-(4,4-difluoro-3-(hydroxymethyl)piperidin-1-yl)pyrimidin-4-yl)amino)-3-(3-hydroxy-3-methylbutyl)-1-methyl-1,3-dihydro-2H-benzo[d]imidazol-2-on ClC=1C(=NC(=NC1)N1CC(C(CC1)(F)F)CO)NC1=CC2=C(N(C(N2CCC(C)(C)O)=O)C)C=C1